N-[[4-acetamido-6,7-dichloro-3-(1H-pyrazol-4-yl)-1H-indol-2-yl]methyl]-2-hydroxy-acetamide C(C)(=O)NC1=C2C(=C(NC2=C(C(=C1)Cl)Cl)CNC(CO)=O)C=1C=NNC1